((S)-1-((3-cyanoazetidin-1-yl)sulfonyl)piperidine-3-carbonyl)-D-prolin benzyl ester C(C1=CC=CC=C1)OC([C@@H]1N(CCC1)C(=O)[C@@H]1CN(CCC1)S(=O)(=O)N1CC(C1)C#N)=O